C1=CC(N2CN3C=CC=C3C=C12)CCC(=O)O 3a,4a-diaza-s-indacene-3-propionic acid